(E)-5-chloro-2-hydroxy-3-((1-hydroxy-2-meth-ylpropylimino)methyl)-phenyl isobutyrate C(C(C)C)(=O)OC1=C(C(=CC(=C1)Cl)/C=N/C(C(C)C)O)O